C1[C@H]([C@@H]([C@H]([C@@H](O1)O[C@@H]2[C@H]([C@@H]([C@H](O[C@H]2OC3=C(OC4=CC(=CC(=C4C3=O)O)O)C5=CC(=C(C=C5)O)O)CO)O)O)O)O)O The molecule is a quercetin O-glucoside that is quercetin attached to a beta-D-sambubiosyl residue at position 3 via a glycosidc linkage. It has a role as an antioxidant and a plant metabolite. It is a quercetin O-glucoside, a disaccharide derivative and a tetrahydroxyflavone.